N-(tert-butyldimethylsilyl)-2-methyl-2H-1,2,3-triazole-4-sulfonamide [Si](C)(C)(C(C)(C)C)NS(=O)(=O)C1=NN(N=C1)C